2-(4-amino-4-phenylpiperidin-1-yl)-5-(4-chloro-2-methyl-2H-indazol-5-yl)-7H-pyrrolo[2,3-d]pyrimidine-4-carbonitrile NC1(CCN(CC1)C=1N=C(C2=C(N1)NC=C2C2=C(C1=CN(N=C1C=C2)C)Cl)C#N)C2=CC=CC=C2